Cl.CC=1C=C(C=CC1C)NC1N(C(=NC(=N1)N)N1CCOCC1)C1=CC=C(C=C1)F N-(3,4-Dimethylphenyl)-N1-(4-fluorophenyl)-6-morpholine-4-yl-[1,3,5]triazine-2,4-diamine hydrochloride